(E)-3-(3,4-Dihydroxyphenyl)-1-(4-methoxyphenyl)prop-2-en-1-one OC=1C=C(C=CC1O)/C=C/C(=O)C1=CC=C(C=C1)OC